1,3-dichloro-9,9-dimethyl-9H-fluorene ClC1=CC(=CC=2C3=CC=CC=C3C(C12)(C)C)Cl